(2R,4S)-N-(5-bromopyrazin-2-yl)-1-([1,3]dioxolo[4,5-c]pyridin-4-ylmethyl)-4-fluoro-pyrrolidine-2-carboxamide BrC=1N=CC(=NC1)NC(=O)[C@@H]1N(C[C@H](C1)F)CC1=NC=CC2=C1OCO2